3,5-di-tert-butyl-4-hydroxy-benzylphosphanate C(C)(C)(C)C=1C=C(COP=O)C=C(C1O)C(C)(C)C